C1(CCC(N1C(C(=O)O)CC(=O)O)=O)=O.C1(CCC(N1C(C(=O)O)CC(=O)O)=O)=O.C(CO)O ethylene glycol bis-[succinimidyl-[succinate]]